ClC1=C(C=C(C=2C3=C(NC12)CCNC([C@H]3C)=O)OC[C@@H](C)O)Cl (S)-7,8-Dichloro-10-((R)-2-hydroxypropoxy)-1-methyl-3,4,5,6-tetrahydroazepino[4,5-b]indol-2(1H)-one